C1(=CC=CC2=CC=CC=C12)N1CCCC1 1-(1-naphthyl)pyrrolidine